(1S,4S)-5-(3-bromo-2-fluoro-6-(2-(2-fluoro-6-methoxyphenyl)pyrimidine-4-carboxamido)phenyl)-2,5-diazabicyclo[2.2.1]heptane-2-carboxylic acid tert-butyl ester C(C)(C)(C)OC(=O)N1[C@@H]2CN([C@H](C1)C2)C2=C(C(=CC=C2NC(=O)C2=NC(=NC=C2)C2=C(C=CC=C2OC)F)Br)F